O1OC=CC1 dioxolen